NC1=NC(=C(C=2N1N=C(N2)CC2=NC=CC=C2)C2=CN=NN2CC)C=2C=C(C#N)C=CC2 3-(5-amino-8-(1-ethyl-1H-1,2,3-triazol-5-yl)-2-(pyridin-2-ylmethyl)-[1,2,4]triazolo[1,5-c]pyrimidin-7-yl)benzonitrile